3-bromo-9,9-diphenyl-10-(pyridin-2-yl)-9,10-dihydroacridine BrC=1C=CC=2C(C3=CC=CC=C3N(C2C1)C1=NC=CC=C1)(C1=CC=CC=C1)C1=CC=CC=C1